[C@@H]1(C[C@H](O)[C@@H](CO)O1)N1C=NC2=C(N)NC(=O)N=C12 Deoxy-IsoGuanosine